ClC=1N=CC2=C(N1)OCC2 2-chloro-5,6-dihydrofuro[2,3-d]pyrimidine